C(C1=CC=CC=C1)CN(C(O)=O)[C@H](C(=O)N[C@H](C(=O)N1[C@@H](CCC1)C=1SC=C(N1)C(C1=CC(=CC=C1)O)=O)C1CCCCC1)C.C(C)(C)(C)N[C@@H](C)C(=O)O tert-butyl-alanine benzyl-((S)-1-(((S)-1-cyclohexyl-2-((S)-2-(4-(3-hydroxybenzoyl)thiazol-2-yl)pyrrolidin-1-yl)-2-oxoethyl)amino)-1-oxopropan-2-yl)(methyl)carbamate